lycopenoic acid C(\C(\C)=C\CC\C(\C)=C\C=C\C(\C)=C\C=C\C(\C)=C\C=C\C=C(/C)\C=C\C=C(/C)\C=C\C=C(/C)\CCC=C(C)C)(=O)O